CC1=C(C(=O)NC2(CC2)C2=C3C=CC=NC3=CC(=C2)C=2SC=CN2)C=C(C=C1)OCC1N(CC1)C 2-Methyl-5-((1-methylazetidin-2-yl)methoxy)-N-(1-(7-(thiazol-2-yl)quinolin-5-yl)cyclopropyl)benzamide